(2,6-di-t-butyl-4-methylphenyl)lauryl-pentaerythritol diphosphite OP(O)OP(O)O.C(C)(C)(C)C1=C(C(=CC(=C1)C)C(C)(C)C)CCCCCCCCCCCCC(O)C(CO)(CO)CO